(E)-1-(4-((2,5-dichlorophenyl)sulfonyl)piperazin-1-yl)-3-(4-isopropoxy-3-methoxyphenyl)prop-2-en-1-one ClC1=C(C=C(C=C1)Cl)S(=O)(=O)N1CCN(CC1)C(\C=C\C1=CC(=C(C=C1)OC(C)C)OC)=O